C(C)(C)(C)OC(=O)N1CCC(CC1)C=1C=NN(C1)C(C(=O)NC1=CC(=C(C=C1)C#N)C(F)(F)F)(C)C 4-(1-(1-((4-cyano-3-(trifluoromethyl)phenyl)amino)-2-methyl-1-oxopropan-2-yl)-1H-pyrazol-4-yl)piperidine-1-carboxylic acid tert-butyl ester